4-(3-(2-((R)-1-hydroxyethyl)imidazo[4,5-d]Pyrrolo[2,3-b]Pyridin-1(6H)-yl)pyrrolidine-1-carbonyl)benzonitrile O[C@H](C)C1=NC=2C(=C3C(=NC2)NC=C3)N1C1CN(CC1)C(=O)C1=CC=C(C#N)C=C1